1,5-bis(4-hexadecyloxy-3-methoxyphenyl)-3-oxo-1,5-pentanedisulfonic acid diammonium salt [NH4+].[NH4+].C(CCCCCCCCCCCCCCC)OC1=C(C=C(C=C1)C(CC(CC(S(=O)(=O)[O-])C1=CC(=C(C=C1)OCCCCCCCCCCCCCCCC)OC)=O)S(=O)(=O)[O-])OC